8-cyclohexenyl-tetracyclo[4.4.0.12,5.17,10]-dodec-3-ene C1(=CCCCC1)C1C2C3C4C=CC(C3C(C1)C2)C4